ClC1=C(C=C(C=C1)C)CO (2-chloro-5-methylphenyl)methanol